FC(CC1=CC=C(C=C1)CCCC(=O)O)F 4-(4-(2,2-difluoroethyl)phenyl)butanoic acid